C(CCCCCCC)(=O)OCCCCCCCCCCCCCCCCCCCCCC docosanyl octanoate